4-{(1R,3R)-3-[1-(3-fluorophenyl)-1H-1,2,3-triazol-4-yl]-2,2-dimethylcyclopropyl}benzenesulfonamide FC=1C=C(C=CC1)N1N=NC(=C1)[C@H]1C([C@@H]1C1=CC=C(C=C1)S(=O)(=O)N)(C)C